ClC=1N=NC(=C(N1)N1CC2(CN(C2)[C@@H](C(C)C)CCCN(C)CCOC)CC1)OC1=C(C(=O)N([13CH]([13CH3])[13CH3])[13CH2][13CH3])C=C(C=C1)F (R)-2-((3-chloro-5-(2-(6-((2-methoxyethyl)(methyl)amino)-2-methylhex-3-yl)-2,6-diazaspiro[3.4]oct-6-yl)-1,2,4-triazin-6-yl)oxy)-N-(ethyl-13C2)-5-fluoro-N-(propan-2-yl-13C3)benzamide